The molecule is a member of the class of dibenzannulenes that is 10,11-dihydrodibenzo[a,d][7]annulene carrying two chloro substituents at positions 2 and 4 as well as an imidazol-1-yl substituent at position 5. It is a member of imidazoles, an organochlorine compound and a dibenzannulene. It derives from a hydride of a dibenzo[a,d][7]annulene. C1CC2=C(C(C3=CC=CC=C31)N4C=CN=C4)C(=CC(=C2)Cl)Cl